Ethyl 2-(((5-(3-cyano-4-fluorophenoxy)-6-fluoro-1-(phenylsulfonyl)-1H-indol-4-yl)methyl)thio)acetate C(#N)C=1C=C(OC=2C(=C3C=CN(C3=CC2F)S(=O)(=O)C2=CC=CC=C2)CSCC(=O)OCC)C=CC1F